CN(C(=O)F)C N,N-dimethyl-fluorocarboxamide